C(N)(=O)OCCN1CCN(CC1)CC1=CC(=NC(=C1)C1=CC(=CC(=C1)Cl)Cl)OC=1C=NC(=NC1)N1CCNCC1 4-(5-((4-((4-(2-(carbamoyloxy)ethyl)piperazin-1-yl)methyl)-6-(3,5-dichlorophenyl)pyridin-2-yl)oxy)pyrimidin-2-yl)piperazin